1-((Trans)-4-((7-(2-(3-benzoylphenyl)propanoyl)-7H-pyrrolo[2,3-d]pyrimidin-4-yl)(methyl)amino)cyclohexyl)-N-methyl-methanesulfonamide C(C1=CC=CC=C1)(=O)C=1C=C(C=CC1)C(C(=O)N1C=CC2=C1N=CN=C2N([C@@H]2CC[C@H](CC2)CS(=O)(=O)NC)C)C